C(C)(C)(C)OC(=O)N1CCN(CC1)C1=NC(=NC2=C(C(=C(C=C12)I)Br)F)OC[C@H]1N(CCC1)C tert-butyl-(S)-4-(7-bromo-8-fluoro-6-iodo-2-((1-methylpyrrolidin-2-yl)methoxy)quinazolin-4-yl)piperazine-1-carboxylate